2,6-bis(2,4-diethyloxyphenyl)-4-(4-(4-propylphenyl)aminophenyl)pyridine C(C)OC1=C(C=CC(=C1)OCC)C1=NC(=CC(=C1)C1=CC=C(C=C1)NC1=CC=C(C=C1)CCC)C1=C(C=C(C=C1)OCC)OCC